SCC(S)S(CC)(CS)CS mercaptomethyl-3,3-dimercaptomethyl-1,3-dithiapentane